N=1NC=C2CC(CCC12)C(=O)N 4,5,6,7-tetrahydro-2H-indazole-5-carboxamide